(11R)-6-(2,6-Dimethylphenyl)-11-(2,2-dimethylpropyl)-3-(methoxymethyl)-2,2-dioxo-9-oxa-2λ6-thia-3,5,12,19-tetrazatricyclo[12.3.1.14,8]nonadeca-1(18),4(19),5,7,14,16-hexaen-13-one CC1=C(C(=CC=C1)C)C1=NC=2N(S(C=3C=CC=C(C(N[C@@H](COC(=C1)N2)CC(C)(C)C)=O)C3)(=O)=O)COC